2-[3-methyl-1-oxo-6-(trifluoromethyl)spiro[3H-isoquinoline-4,1'-cyclopropan]-2-yl]-N-pyrimidin-2-ylacetamide CC1N(C(C2=CC=C(C=C2C12CC2)C(F)(F)F)=O)CC(=O)NC2=NC=CC=N2